N=1C=C(N2C1C=NC=C2)CN2CCC1=CC=C(C=C21)C(=O)NC2=CC(=CC(=C2)C(F)(F)F)OCCN2CCCC2 1-(Imidazo[1,2-a]pyrazin-3-ylmethyl)-N-(3-(2-(pyrrolidin-1-yl)ethoxy)-5-(trifluoromethyl)phenyl)indolin-6-carboxamid